COC(C1=C(C=C(C(=C1)F)C1=CC=CC=2CN(COC21)C(C2=C(C=C(C=C2Cl)N2C[C@@H](N(CC2)CCOC)C#N)Cl)=O)N2CCOCC2)=O |r| rac-4-[3-[2,6-dichloro-4-[3-cyano-4-(2-methoxyethyl)piperazin-1-yl]benzoyl]-2,4-dihydro-1,3-benzoxazin-8-yl]-5-fluoro-2-morpholin-4-ylbenzoic acid methyl ester